3-formyl-4-(2-(trifluoromethyl)pyrimidin-5-yl)benzonitrile C(=O)C=1C=C(C#N)C=CC1C=1C=NC(=NC1)C(F)(F)F